CN(C)C(C)[C-]1C=CC=C1.[CH-]1C=CC=C1.[Fe+2] α-(N,N-dimethylamino)ethyl-ferrocene